C(C)(C)(C)N(C(O)=O)[C@@H]1C[C@H](C1)C1=NC=CC(=C1)Cl.C1(=CC=CC2=CC=CC=C12)N(C1=CC=C(C2=CC=C(N(C3=CC=CC=C3)C3=CC=CC4=CC=CC=C34)C=C2)C=C1)C1=CC=CC=C1 di(1-naphthyl)-N,N'-diphenyl-benzidine tert-butyl-((trans)-3-(4-chloropyridin-2-yl)cyclobutyl)carbamate